NC1CC(C1)OC1=C(C(=CC(=C1)F)OC)C1=CC(=NN1)NC=1N=CC(=NC1)C#N 5-((5-(2-((1r,3r)-3-aminocyclobutoxy)-4-fluoro-6-methoxyphenyl)-1H-pyrazol-3-yl)amino)pyrazine-2-carbonitrile